(6-(3-cyclopropyl-1H-1,2,4-triazol-1-yl)-2-azaspiro[3.3]heptan-2-yl)(6-((2-(trifluoromethyl)pyrimidin-4-yl)oxy)-2-azaspiro[3.3]heptan-2-yl)methanone C1(CC1)C1=NN(C=N1)C1CC2(CN(C2)C(=O)N2CC3(C2)CC(C3)OC3=NC(=NC=C3)C(F)(F)F)C1